C1(CCC1)OC1=CC=C(C2=C1N=C(O2)N2CC1CCC(C2)N1C(=O)OC(C)(C)C)C=1SC=CN1 tert-Butyl 3-(4-cyclobutoxy-7-(thiazol-2-yl)benzo[d]oxazol-2-yl)-3,8-diazabicyclo[3.2.1]octane-8-carboxylate